7,8-dihydro-6H-pyrrolo[2,3-e][1,2,4]triazolo[4,3-a]pyridine-1-carboxamide C1(=NN=C2N1C1=C(C=C2)NCC1)C(=O)N